C(C1=CC=CC=C1)COCCCO 3-Benzylmethoxypropan-1-ol